3-(4-(6-(3,4-dimethylphenyl)-2-hydroxypyridin-3-yl)-1H-1,2,3-triazol-1-yl)-2,3-dihydrothiophene 1,1-dioxide hydrochloride Cl.CC=1C=C(C=CC1C)C1=CC=C(C(=N1)O)C=1N=NN(C1)C1CS(C=C1)(=O)=O